BrC=1C=CC=C2C1NC1=C2CC(NC2=C1C=CC=C2)=O 11-bromo-7,12-dihydro-indolo[3,2-d][1]benzazepin-6(5H)-one